FC1=C(C=CC=C1)S(=O)(=N)C1=CC=C(C(=O)OC)C=C1 methyl 4-[(2-fluorophenyl)sulfonimidoyl]benzoate